O1C[C@H](CC1)OC1=NC(=NC=C1C(F)(F)F)NC1CCN(CC1)S(=O)(=O)C1=CC=C(C=C1)N1CCN(CC1)C(=O)OC(C)(C)C tert-butyl (S)-4-(4-((4-((4-((tetrahydrofuran-3-yl)oxy)-5-(trifluoromethyl)pyrimidin-2-yl)amino)piperidin-1-yl)sulfonyl)phenyl)piperazine-1-carboxylate